[Cl-].C1(=CC=CC=C1)C1=CC=CC=C1.[NH4+] ammonium biphenyl chloride